S1C=C(C=C1)CN1[C@@H](CCC1)C(=O)O (3-thiophenylmethyl)-proline